CC1=C(N=CC(=N1)C1=CNC2=C(C=CC=C12)C#N)O[C@H]1CN[C@H](C1)C 3-(6-methyl-5-((3R,5S)-5-methylpyrrolidin-3-yloxy)pyrazin-2-yl)-1H-indole-7-carbonitrile